N-(2-amino-9-(4-fluorobenzyl)-6-oxo-6,9-dihydro-1H-purin-8-yl)-β-alanine NC=1NC(C=2N=C(N(C2N1)CC1=CC=C(C=C1)F)NCCC(=O)O)=O